F[C@@H](C(C(=O)N1CCOC2=C(C1)C=NC=C2C#N)(C)C)C |r| Racemic-4-(3-fluoro-2,2-dimethyl-butanoyl)-3,5-dihydro-2H-pyrido[3,4-f][1,4]oxazepine-9-carbonitrile